C(C)O[Si](OCC)(OCC)CN1CCNCC1 N-(triethoxysilylmethyl)piperazine